C1(CCCCC1)N1C(N(C2(C1=O)CCN(CC2)CC2CCOCC2)CC)=O 3-cyclohexyl-1-ethyl-8-((tetrahydro-2H-pyran-4-yl)methyl)-1,3,8-triazaspiro[4.5]decane-2,4-dione